6-bromo-7-methoxy-2-methyl-N-{(1R)-1-[2-methyl-3-(trifluoromethyl)phenyl]-ethyl}pyrido[2,3-d]pyrimidin-4-amine BrC1=CC2=C(N=C(N=C2N[C@H](C)C2=C(C(=CC=C2)C(F)(F)F)C)C)N=C1OC